C1(CC1)C1=CC(=NN1CC(=O)N1CCC(CC1)C1=CC(=NC=C1)C(=O)NC1CCCC2=CC=CC=C12)C(F)(F)F 4-[1-[2-[5-cyclopropyl-3-trifluoromethylpyrazol-1-yl]acetyl]-4-piperidinyl]-N-tetrahydronaphthalen-1-ylpyridine-2-carboxamide